fluoro-4-imino-3-cyano-3-phenylacrylate FC(C(=O)[O-])=C(C1=CCC(C=C1)=N)C#N